2-(3-(3-((4-Methyl-4H-1,2,4-triazol-3-yl)methyl)oxetan-3-yl)phenyl)-7-(trifluoromethyl)-1H-indole CN1C(=NN=C1)CC1(COC1)C=1C=C(C=CC1)C=1NC2=C(C=CC=C2C1)C(F)(F)F